C(#N)C1=CC(=NN1C(=O)N(C)C)CC=1C(=NC=CC1)C1=C(C=C(C=C1[C@@H](C)O)F)F 5-cyano-3-((2-(2,4-difluoro-6-((R)-1-hydroxyethyl)phenyl)pyridin-3-yl)methyl)-N,N-dimethyl-1H-pyrazole-1-carboxamide